FC=1C=C(C=CC1OC1=CC(=NC=C1)C(F)(F)F)CO (3-fluoro-4-[(2-(trifluoromethyl)pyridin-4-yl)oxy]phenyl)methanol